N=1SN=C2C1C=CC(=C2)C(C)O 1-(benzo[c][1,2,5]thiadiazol-5-yl)ethan-1-ol